6-chloro-1,3-dihydro-indol-2-one ClC1=CC=C2CC(NC2=C1)=O